5-Bromo-7-(4-chloropyridin-2-yl)-7H-pyrrolo[2,3-d]pyrimidin-4-ol BrC1=CN(C=2N=CN=C(C21)O)C2=NC=CC(=C2)Cl